FC1=CC2=C(CN(CC=C2C)C2=CC(=C(C(=C2)C)NC(CC(C)(C)C)=O)C)C=C1 N-(4-(7-fluoro-5-methyl-1,3-dihydro-2H-benzo[c]azepine-2-yl)-2,6-dimethylphenyl)-3,3-Dimethylbutanamide